CN1N=C(C2=CC(=CC=C12)B1OC(C(O1)(C)C)(C)C)C 1,3-dimethyl-5-(4,4,5,5-tetramethyl-1,3,2-dioxaborolan-2-yl)indazole